di(octyl) phosphate P(=O)(OCCCCCCCC)(OCCCCCCCC)[O-]